(Z)-4-((5-fluoro-2-methyl-3-(2-(((1-methyl-1H-pyrrol-2-yl)methyl)amino)-2-oxoethyl)-1H-inden-1-ylidene)methyl)-2,6-dimethoxyphenyl (1-methylpiperidin-4-yl)carbamate CN1CCC(CC1)NC(OC1=C(C=C(C=C1OC)\C=C/1\C(=C(C2=CC(=CC=C12)F)CC(=O)NCC=1N(C=CC1)C)C)OC)=O